N-(4-methyl-3-nitrophenyl)-4-((4-methylpiperazin-1-yl)methyl)benzamide CC1=C(C=C(C=C1)NC(C1=CC=C(C=C1)CN1CCN(CC1)C)=O)[N+](=O)[O-]